F[C@@H]1C[C@@]2(CCCN2C1)COC=1N=C(C2=C(N1)C(=C(N=C2)C2=CC(=CC1=CC=C(C(=C21)C#C)F)O)F)N2C[C@H](OCC2)CO 4-(2-{[(2R,7aS)-2-fluoro-hexahydro-1H-pyrrolizin-7a-yl]methoxy}-8-fluoro-4-[(2S)-2-(hydroxymethyl)morpholin-4-yl]pyrido[4,3-d]pyrimidin-7-yl)-5-ethynyl-6-fluoronaphthalen-2-ol